CC1=C(C=CC(=C1)C)[C@@H](CC)N=C=O (R)-(+)-1-(2,4-dimethylphenyl)propyl isocyanate